FC=1C=C(C=CC1)C1CCC(CC1)OC[C@H]1[C@H](CCC2=CC=C(C(N12)=O)C)NS(N(C)C)(=O)=O |r| rac-N'-[(3S,4R)-4-({[(1s,4S)-4-(3-fluorophenyl)cyclohexyl]oxy}methyl)-7-methyl-6-oxo-1,3,4,6-tetrahydro-2H-quinolizin-3-yl]-N,N-dimethylsulfuric diamide